NC=1C=C(C=CC1)S(=O)(=O)NC(=O)C=1C(=NC(=CC1)C(C)(C)C)C1=CC(=C(C=C1)F)F N-(3-Aminophenyl)sulfonyl-6-tert-butyl-2-(3,4-difluorophenyl)pyridin-3-carboxamid